ClC1=C(C=CC=C1C1=CC=C(C(=N1)OC)C(CCCO)N)C1=C(C(=CC=C1)C1=CC=C(C(=N1)OC)C(CCCO)N)Cl 4,4'-((2,2'-dichloro-[1,1'-biphenyl]-3,3'-diyl)bis(2-methoxypyridine-6,3-diyl))bis(4-aminobutan-1-ol)